1-(5-bromo-2-hydroxylphenyl)ethan-1-one BrC=1C=CC(=C(C1)C(C)=O)O